[2-[7-bromo-5-(2,2-dimethylpropylsulfonyl)indazol-1-yl]-1,1-dimethyl-ethoxy]-tert-butyl-dimethyl-silane BrC=1C=C(C=C2C=NN(C12)CC(O[Si](C)(C)C(C)(C)C)(C)C)S(=O)(=O)CC(C)(C)C